N,N-Diethyl-6-nitro-1,1-dioxo-1,2-benzothiazol-3-amine C(C)N(C1=NS(C2=C1C=CC(=C2)[N+](=O)[O-])(=O)=O)CC